S(=O)(O)O.C(C)OC#C ethoxy vinylene sulfite